C(#N)CNC1=NC(=NC=C1C(=O)N)NC=1C=NN(C1)C 4-((cyanomethyl)amino)-2-((1-methyl-1H-pyrazol-4-yl)amino)pyrimidin-5-carboxamide